C1(CC1)C=1N=COC1C(=O)N1[C@@H](C2=C(CC1)NC=N2)C2=NN1C(C=CC=C1C(F)F)=C2 (S)-(4-cyclopropyloxazol-5-yl)(4-(7-(difluoromethyl)pyrazolo[1,5-a]pyridin-2-yl)-1,4,6,7-tetrahydro-5H-imidazo[4,5-c]pyridin-5-yl)methanone